α,α-bis(4-hydroxy-2,5-dimethylphenyl)-4-formyltoluene OC1=CC(=C(C=C1C)C(C1=CC=C(C=C1)C=O)C1=C(C=C(C(=C1)C)O)C)C